CN1N=CC=C1C(=O)NC[C@H](C(N[C@H]1C2=C(CN3N(C1=O)CCC3)C=CC=C2)=O)C 1-methyl-N-((R)-2-methyl-3-oxo-3-(((S)-11-oxo-2,3,10,11-tetrahydro-1H,5H-benzo[d]pyrazolo[1,2-a][1,2]diazepin-10-yl)amino)propyl)-1H-pyrazole-5-carboxamide